2'-ethoxy-N-[(3R)-pyrrolidin-3-yl]-5-({2-[2-(trifluoromethyl)-1,3-thiazole-4-carbonyl]-2-azaspiro[3.3]heptan-6-yl}oxy)-[2,3'-bipyridine]-6-carboxamide C(C)OC1=NC=CC=C1C1=NC(=C(C=C1)OC1CC2(CN(C2)C(=O)C=2N=C(SC2)C(F)(F)F)C1)C(=O)N[C@H]1CNCC1